C(C)(C)(C)OC(=O)N1CCC2(CC1)COCCNC2 tert-butyl-8-oxa-3,11-diazaspiro[5.6]dodecane-3-formate